C1(=CC=C(C=C1)CC(=O)O)C1=CC=CC=C1 2-(4-biphenylyl)acetic acid